2-(3,4-Dimethoxyphenyl)-1-methyl-6-(4-(4-methylpiperazin-1-yl)phenyl)-1H-pyrrolo[3,2-c]pyridin COC=1C=C(C=CC1OC)C1=CC=2C=NC(=CC2N1C)C1=CC=C(C=C1)N1CCN(CC1)C